3-vinyl-1,2-dithiocyclohex-5-ene C=CC1CC=CC(C1S)S